N-[(1S)-1-[3-(5-cyano-2-pyridinyl)imidazo[4,5-b]pyridin-2-yl]ethyl]-3-methylsulfonyl-5-(trifluoromethoxy)benzamide C(#N)C=1C=CC(=NC1)N1C(=NC=2C1=NC=CC2)[C@H](C)NC(C2=CC(=CC(=C2)OC(F)(F)F)S(=O)(=O)C)=O